ClC=1C(=NC(=NC1)NC=1C=C(C=CC1)S(=O)(=O)N(C)C)NC1=C(C=CC=C1)P(=O)(C)C 3-((5-Chloro-4-((2-(dimethylphosphoryl)phenyl)amino)pyrimidin-2-yl)amino)-N,N-dimethylbenzenesulfonamide